ClC=1C=C(CN/C(=N\C#N)/NC2=NC=CC(=C2)NCC=2N=C3N(C=C(C=C3)C3CC3)C2)C=CC1 (E)-1-(3-chlorobenzyl)-2-cyano-3-(4-(((6-cyclopropylimidazo[1,2-a]pyridin-2-yl)methyl)amino)pyridin-2-yl)guanidine